methyl-phosphonobutyrylcholine CC(OC(CCCP(=O)(O)O)=O)C[N+](C)(C)C